NC1=CC=CC=2C(=CC=CC12)C=O 1-AMINONAPHTHALENE-5-CARBOXALDEHYDE